CN1C(=NC=2CN(C(CC21)C)C(=O)OC(C)(C)C)C(=O)OC 5-tert-butyl 2-methyl 1,6-dimethyl-6,7-dihydro-1H-imidazo[4,5-c]pyridine-2,5(4H)-dicarboxylate